FC1=C(COC=2C=CC3=C(C(=C(O3)C)C(=O)NC3(CCOCC3)CO)C2)C(=CC=C1)F 5-((2,6-difluorobenzyl)oxy)-N-(4-(hydroxymethyl)tetrahydro-2H-pyran-4-yl)-2-methylbenzo-furan-3-carboxamide